C1(CC1)C=1C(=C(N(C1C(C(=O)NC1CCC(CC1)S(=O)(=O)C)=O)C)C)C(=O)NC1=CC(=C(C=C1)F)C 4-cyclopropyl-N-(4-fluoro-3-methylphenyl)-1,2-dimethyl-5-(2-(((1s,4s)-4-(methylsulfonyl)cyclohexyl)amino)-2-oxoacetyl)-1H-pyrrole-3-carboxamide